N[C@@H]1CCCC12CCN(CC2)C2=NC=C(C(N2C)=O)C#CCC2=CC(=CC=C2)O (R)-2-(1-amino-8-azaspiro[4.5]decan-8-yl)-5-(3-(3-hydroxyphenyl)prop-1-yn-1-yl)-3-methylpyrimidin-4(3H)-one